C(CCC)C=1N=CC=2NC3=CC=CC=C3C2C1 3-butyl-β-carboline